CC1(CCC=2C1=NC1=C(C2NC(=O)N=[S@@](=O)(N)C2=CC=C(C=C2)CN(C)C)CCC1)C (S)-N'-((3,3-dimethyl-1,2,3,5,6,7-hexahydro-dicyclopenta[b,e]pyridin-8-yl)carbamoyl)-4-((dimethylamino)meth-yl)benzene-sulfonimidamide